7-(1-(2-fluoro-4-methylpyridin-3-yl)piperidin-4-yl)-5-(2-(trifluoromethyl)benzyl)pyrido[2,3-b]pyrazin-6(5H)-one FC1=NC=CC(=C1N1CCC(CC1)C1=CC=2C(=NC=CN2)N(C1=O)CC1=C(C=CC=C1)C(F)(F)F)C